O1CC[C@@H](C2=CC=CC=C12)NC(=O)C1=C(C2=C(N=C(S2)N2CCN(CC2)CC)C=C1)C (S)-N-(chroman-4-yl)-2-(4-ethylpiperazin-1-yl)-7-methylbenzo[d]-thiazole-6-carboxamide